CS(=O)(=O)C1=C(C(=O)O)C=C(C=C1)OC(F)(F)F 2-(methylsulfonyl)-5-(trifluoromethoxy)benzoic acid